benzyl N-[[(2S,5R)-5-azido-6-[(1R,2S,3R,4R,5S,6R)-2,4-bis(benzyloxycarbonylamino)-3,5,6-trihydroxy-cyclohexoxy]tetrahydropyran-2-yl]methyl]-N-benzyl-carbamate N(=[N+]=[N-])[C@@H]1CC[C@H](OC1O[C@@H]1[C@H]([C@@H]([C@H]([C@@H]([C@H]1O)O)NC(=O)OCC1=CC=CC=C1)O)NC(=O)OCC1=CC=CC=C1)CN(C(OCC1=CC=CC=C1)=O)CC1=CC=CC=C1